isopentyl (3R,6S)-3-(3-amino-3-oxopropyl)-6-isobutyl-8-((S)-1-(isopentylamino)-4-methyl-1-oxopentan-2-yl)-4,7-dioxohexahydropyrazino[2,1-c][1,2,4]oxadiazine-1(6H)-carboxylate NC(CC[C@@H]1C(N2C(N(O1)C(=O)OCCC(C)C)CN(C([C@@H]2CC(C)C)=O)[C@H](C(=O)NCCC(C)C)CC(C)C)=O)=O